4-[6-(methylcarbamoyl)-3-pyridinyl]Piperazine-1-carboxylic acid tert-butyl ester C(C)(C)(C)OC(=O)N1CCN(CC1)C=1C=NC(=CC1)C(NC)=O